CNS(=O)(=O)C=1C=NC(=C(C1)C=1N=CN(C1)C[2H])OC1=CC=C(C=C1)S(F)(F)(F)(F)F N-methyl-5-(1-(deuteromethyl)-1H-imidazol-4-yl)-6-(4-(pentafluoro-λ6-sulfanyl)phenoxy)pyridine-3-Sulfonamide